C(C)(C)(C)OC(=O)N1CCC2(CC1)CC=C(CC2)C2=C(C1=C(N=CN=C1N)N2C)Br 9-(4-amino-5-bromo-7-methyl-7H-pyrrolo[2,3-d]pyrimidin-6-yl)-3-azaspiro[5.5]undec-8-ene-3-carboxylic acid tert-butyl ester